5-ethynyl-4-(8-fluoro-2-(((2s,4r)-4-fluoro-1-methylpyrrolidin-2-yl)methoxy)-4-(1,4-oxaazepan-4-yl)pyrido[4,3-d]pyrimidin-7-yl)naphthalen-2-ol C(#C)C1=C2C(=CC(=CC2=CC=C1)O)C1=C(C=2N=C(N=C(C2C=N1)N1CCOCCC1)OC[C@H]1N(C[C@@H](C1)F)C)F